NC1=CC2=C(N(N=C2C(=C1C(=O)C1=C(C=CC(=C1)F)Cl)Br)C)C=1N=CN(C1)C(C1=CC=CC=C1)(C1=CC=CC=C1)C1=CC=CC=C1 [5-amino-7-bromo-2-methyl-3-[1-(triphenylmethyl)imidazol-4-yl]indazol-6-yl](2-chloro-5-fluorophenyl)methanone